bis(1-ethyl-3,3-dimethyl-3H-indol-1-ium) chloride [Cl-].C(C)[N+]1=CC(C2=CC=CC=C12)(C)C.C(C)[N+]1=CC(C2=CC=CC=C12)(C)C.[Cl-]